(4-Benzothiophen-2-yl-phenyl)-(4-benzoxazol-2-yl-phenyl)-(4'-dibenzofuran-3-yl-biphenyl-4-yl)amine S1C(=CC2=C1C=CC=C2)C2=CC=C(C=C2)N(C2=CC=C(C=C2)C2=CC=C(C=C2)C=2C=CC1=C(OC3=C1C=CC=C3)C2)C2=CC=C(C=C2)C=2OC3=C(N2)C=CC=C3